ClC1=C(C(=CC=2NC=NC21)[N+]#[C-])C2=C(C=NN2C)C2=CC=C1C(NN=C(C1=C2)CNC(OC(C)(C)C)=O)=O tert-butyl N-[[7-[5-(4-chloro-6-isocyano-1H-benzimidazol-5-yl)-1-methyl-pyrazol-4-yl]-4-oxo-3H-phthalazin-1-yl]methyl]carbamate